4-methyl-N-[5-methyl-1-(2-methylpropyl)-1H-pyrazol-4-yl]-3-[2-(pyridin-3-yl)ethynyl]benzamide tert-butyl-7-(6-amino-pyridazin-3-yl)-4,7-diazaspiro[2.5]octane-4-carboxylate C(C)(C)(C)OC(=O)N1C2(CC2)CN(CC1)C=1N=NC(=CC1)N.CC1=C(C=C(C(=O)NC=2C=NN(C2C)CC(C)C)C=C1)C#CC=1C=NC=CC1